4-(5-bromo-2-iodophenyl)piperidine-1-carboxylic acid tert-butyl ester C(C)(C)(C)OC(=O)N1CCC(CC1)C1=C(C=CC(=C1)Br)I